2-(5-azaspiro[2.4]heptan-5-yl)-8-(1-bromoethyl)-3,6-dimethylquinazolin-4-one C1CC12CN(CC2)C2=NC1=C(C=C(C=C1C(N2C)=O)C)C(C)Br